C(N)(=O)[C@@H]1C[C@H](N(C1)C(=O)OC(C)(C)C)C(=O)OC 1-(tert-butyl) 2-methyl (2S,4R)-4-carbamoylpyrrolidine-1,2-dicarboxylate